C1(=CC=CC=C1)[Pt](C1=CC=CC=C1)(Cl)Cl diphenyl-platinum dichloride